2,2-dichloro-3-(3-(difluoromethyl)-4-fluorophenyl)cyclopropane-1-carboxamide ClC1(C(C1C1=CC(=C(C=C1)F)C(F)F)C(=O)N)Cl